ClC1=CC=C(C2=CC=CC=C12)CCN[C@@H]1C=C([C@@H]([C@@H]([C@H]1O)O)O)COC(F)F (1S,2S,3S,6R)-6-((2-(4-chloronaphthalen-1-yl)ethyl)amino)-4-((difluoromethoxy)methyl)cyclohex-4-ene-1,2,3-triol